N-butyloxycarbonyl-3-(4-imidazol-1-ylmethylphenyl)-5-isobutylthiophene-2-sulfonamide C(CCC)OC(=O)NS(=O)(=O)C=1SC(=CC1C1=CC=C(C=C1)CN1C=NC=C1)CC(C)C